5-chloro-N-[2,4-difluoro-3-[(6R)-1-(1H-imidazol-2-yl)-5H,6H,7H,8H-imidazo[1,5-a]pyridin-6-yl]phenyl]-2-methoxypyridine-3-sulfonamide ClC=1C=C(C(=NC1)OC)S(=O)(=O)NC1=C(C(=C(C=C1)F)[C@H]1CCC=2N(C1)C=NC2C=2NC=CN2)F